4-nitrophenyl (4-(2-(4-(trifluoromethoxy)benzamido)ethyl)phenyl)carbamate FC(OC1=CC=C(C(=O)NCCC2=CC=C(C=C2)NC(OC2=CC=C(C=C2)[N+](=O)[O-])=O)C=C1)(F)F